5-(5-((1S,2S)-2-(fluoromethyl)cyclopropyl)-6-methylpyridazin-3-yl)Pyrimidine-2,4(1H,3H)-dione FC[C@@H]1[C@H](C1)C=1C=C(N=NC1C)C=1C(NC(NC1)=O)=O